(6aS,7R,10aR)-4-methoxy-7,10a-dimethyl-8-oxo-2-(pyridin-4-yl)-5,6,6a,7,8,10a-hexahydrobenzo[h]quinazoline-7-carboxylic acid methyl ester COC(=O)[C@]1(C(C=C[C@@]2([C@@H]1CCC=1C(=NC(=NC21)C2=CC=NC=C2)OC)C)=O)C